1-(5-tert-butyl-isoxazol-3-yl)-3-{4-[6-(4-methyl-piperazin-1-yl)-benzimidazol-1-yl]-phenyl}-urea C(C)(C)(C)C1=CC(=NO1)NC(=O)NC1=CC=C(C=C1)N1C=NC2=C1C=C(C=C2)N2CCN(CC2)C